3-(6-((2,6-dioxopiperidin-3-yl)carbamoyl)pyridin-3-yl)propan-2-yn-1-ylmesylate O=C1NC(CCC1NC(=O)C1=CC=C(C=N1)C#CCCS(=O)(=O)[O-])=O